(R)-N-(7-((R)-1-Hydroxyethyl)-5-(isopropylamino)-2,6-naphthyridin-3-yl)piperidine-3-methanol O[C@H](C)C1=NC(=C2C=C(N=CC2=C1)N1C[C@@H](CCC1)CO)NC(C)C